2-methoxycarbonyl-1,4-naphthoquinone COC(=O)C=1C(C2=CC=CC=C2C(C1)=O)=O